3,5-bis-(N-acetylamino)-2,4,6-triiodobenzoyl chloride C(C)(=O)NC=1C(=C(C(=O)Cl)C(=C(C1I)NC(C)=O)I)I